ClC1=CC=C(C=C1)C1=CN=C(O1)NC=1N=CC(=NC1)C#N 5-((5-(4-Chlorophenyl)oxazol-2-yl)amino)pyrazine-2-carbonitrile